C1(=CC=C(C=C1)C[C@H](C[C@H](C(=O)OCC)C)NC(CCC(=O)[O-])=O)C1=CC=CC=C1.[NH4+] ammonium 4-(((2S,4R)-1-([1,1'-biphenyl]-4-yl)-5-ethoxy-4-methyl-5-oxopentan-2-yl)amino)-4-oxobutanoate